N1N=CC(=C1)C1=CC=C(C=C1)N1C(N(C2(C1)CCN(CC2)CC2COCC2)CC2=CC(=CC=C2)OC)=O 3-(4-(1H-pyrazol-4-yl)phenyl)-1-(3-methoxybenzyl)-8-((tetrahydrofuran-3-yl)methyl)-1,3,8-triazaspiro[4.5]decan-2-one